C(C)(C)C1=NC(=C2N1C1=CC(=CC=C1N=C2)C=2C=NC(=CC2)OCCCN2CCCCC2)C 1-isopropyl-3-methyl-8-(6-(3-(piperidin-1-yl)propoxy)pyridin-3-yl)imidazo[1,5-a]quinoxaline